CSC=1C(=C(C)C(=C(C1)SC)N)N 3,5-Dimethylthio-2,6-diaminotoluene